ClC=1C=CC(=NC1)COC1=NN=C(S1)NC(=O)C=1C=C2C(=NC1C1=C(C=CC=C1)OC)NC=C2 N-[5-[(5-chloropyridin-2-yl)methoxy]-1,3,4-thiadiazol-2-yl]-6-(2-methoxyphenyl)-1H-pyrrolo[2,3-b]pyridine-5-carboxamide